C(C)C1=CC(=NS1)C(=O)N 5-ethylisothiazole-3-carboxamide